C1(=CC=C(C=C1)C(=O)NC1=C(N=C(N1)CC1=CC=C(C=C1)OC)C(=O)N)C1=CC=CC=C1 5-([1,1'-biphenyl]-4-carboxamido)-2-(4-methoxybenzyl)-1H-imidazole-4-carboxamide